CSC=1C=C2C(=C(C(=NC2=CC1)Cl)C(=O)OCC)Cl ethyl 6-methylsulfanyl-2,4-dichloroquinoline-3-carboxylate